CN(C1=CC=C(C=C1)C1=CC=NC=C1)C 4-(4'-dimethylaminophenyl)-pyridin